1-(6-chloropyridin-3-yl)cyclopropanecarboxylate ClC1=CC=C(C=N1)C1(CC1)C(=O)[O-]